1-(2,3-Dihydro-1H-pyrrolo[3,4-c]pyridin-6-yl)-N,N-dimethylmethanamine dihydrobromide Br.Br.C1NCC=2C=NC(=CC21)CN(C)C